6-fluoro-7-methoxy-1,5-naphthyridin-4-ol FC=1N=C2C(=CC=NC2=CC1OC)O